C(CC(O)(C(=O)O)CC(=O)O)(=O)O.CN1N=C(C=2N=C(NC(C21)=O)C=2C=C(C=CC2OCC)S(=O)(=O)N2CCN(CC2)C)CCC 1-[[3-(6,7-dihydro-1-methyl-7-oxo-3-propyl-1H-pyrazolo[4,3-d]pyrimidin-5-yl)-4-ethoxyphenyl]sulfonyl]-4-methyl-piperazine citrate